CN(C)\C=C\1/CN(CCCC1=O)C(=O)OCC1=CC=CC=C1 Benzyl (E)-3-((dimethylamino) methylene)-4-oxo-azepane-1-carboxylate